methyl 2-amino-3-(2-methyl-1H-imidazol-4-yl)propanoate hydrochloride Cl.NC(C(=O)OC)CC=1N=C(NC1)C